sodium potassium bismuth [Bi].[K].[Na]